C1(CCC1)OC1=C(C=C(C=C1)C(C)C)S(=O)(=O)N 2-(cyclobutoxy)-5-isopropyl-benzenesulfonamide